tert-Butyl-(2R,3R,5R)-2-ethynyl-3-(hydroxymethyl)-5-(pyridin-2-ylcarbamoyl)pyrrolidine C(C)(C)(C)N1[C@H]([C@@H](C[C@@H]1C(NC1=NC=CC=C1)=O)CO)C#C